C(C)N(C1=CC(=C(C=O)C=C1)O)CC 4-Diethylamino-2-hydroxy-benzaldehyd